1-(4-bromophenyl)-1H-pyrazol BrC1=CC=C(C=C1)N1N=CC=C1